2-amino-4-hydroxy-6-(1-methyl-1H-pyrazole-4-yl)pyrazolo[1,5-a]pyridine-3-carbonitrile NC1=NN2C(C(=CC(=C2)C=2C=NN(C2)C)O)=C1C#N